ClC1=C2CC(CC2=CC=C1)N[C@H]1C[C@H](C1)C1CN(C(O1)=O)C=1C=CC=2OCC(NC2N1)=O 6-[5-[cis-3-[(4-chloro-2,3-dihydro-1H-inden-2-yl)amino]cyclobutyl]-2-oxo-1,3-oxazolidin-3-yl]-4H-pyrido[3,2-b][1,4]oxazin-3-one